2-carboxyl-benzotriazole C(=O)(O)N1N=C2C(=N1)C=CC=C2